tert-butyl N-[7-amino-3-chloro-5-(isobutylsulfamoyl)-8,9-dihydro-7H-cyclopenta[h]isoquinolin-9-yl]carbamate NC1CC(C=2C1=CC(=C1C=C(N=CC21)Cl)S(NCC(C)C)(=O)=O)NC(OC(C)(C)C)=O